6-chloro-3-(methoxymethyl)-[1,2,4]triazolo[4,3-a]pyrazine ClC=1N=CC=2N(C1)C(=NN2)COC